NC1=C(SC=2N=C(N=CC21)C)C(=O)NC2CC=1C=C(C(=NC1CC2)N2CC(C(C2)N)(C)OC)F 5-amino-N-[2-(4-amino-3-methoxy-3-methylpyrrolidin-1-yl)-3-fluoro-5,6,7,8-tetrahydroquinolin-6-yl]-2-methylthieno[2,3-d]pyrimidine-6-carboxamide